(((2-(dimethylamino)ethyl)amino)methylene)cyclohexane-1,3-dione CN(CCNC=C1C(CCCC1=O)=O)C